C(C)(C)(C)OC(=O)N1CCN(CC1)CC1=CC=2C(C3=CC=C(C=C3N(C2C=C1)C(=O)OC(C)(C)C)OCC1(CC1)O[Si](C)(C)C(C)(C)C)(C)C tert-butyl 2-((4-(tert-butoxycarbonyl)piperazin-1-yl)methyl)-6-((1-((tert-butyldimethylsilyl)oxy)cyclopropyl)methoxy)-9,9-dimethylacridine-10(9H)-carboxylate